FC1(CCC(CC1)C(=O)O)F 4,4-Difluorocyclohexane-1-carboxylic acid